C(C(C)C)C1=CC(=C(S1)S(=O)(=O)NC1=NC=CC=N1)C1=CC(=C(C=C1)CN1C(=NC=C1)C)C(F)(F)F 5-isobutyl-3-[4-[(2-methylimidazol-1-yl)methyl]-3-(trifluoromethyl)phenyl]-N-pyrimidin-2-yl-thiophene-2-sulfonamide